FC=1C(=CC(=NC1)OC)C1=CC(=NN1COCC[Si](C)(C)C)C(=O)N1C2CC(CC1CC2)C(=O)O 8-[5-(5-Fluoro-2-methoxypyridin-4-yl)-1-[[2-(trimethylsilyl)ethoxy]methyl]pyrazole-3-carbonyl]-8-azabicyclo[3.2.1]octane-3-carboxylic acid